C(C)(C)(C)N(C(O)=O)C(C)(CC#CC1=C2CN(C(C2=CC=C1)=O)C1C(NC(CC1)=O)=O)C.FC1=CC=C(C=C1)C#CC(=O)C1=CC=C(C=C1)OC 3-(4-fluorophenyl)-1-(4-methoxyphenyl)propan-2-yn-1-one tert-butyl-(5-(2-(2,6-dioxopiperidin-3-yl)-1-oxoisoindolin-4-yl)-2-methylpent-4-yn-2-yl)carbamate